(S)-2-(6-((2-fluoro-3-hydroxy-3-methylbutyl)amino)pyridazin-3-yl)-3-methyl-5-(trifluoromethyl)phenol F[C@@H](CNC1=CC=C(N=N1)C1=C(C=C(C=C1C)C(F)(F)F)O)C(C)(C)O